COC(=O)C1=CC(=NC2=C(C=CC(=C12)OCC1=CC=CC=C1)C)C=1SC2=C(C1C)C=CC=C2 5-(benzyloxy)-8-methyl-2-(3-methyl-1-benzothien-2-yl)quinoline-4-carboxylic acid methyl ester